OC1=CC=C(C=C1)C1=C(C(=NO1)C)C(=O)OC(C)(C)C Tert-Butyl 5-(4-hydroxyphenyl)-3-methylisoxazole-4-carboxylate